α-tosylbenzylisocyanide S(=O)(=O)(C1=CC=C(C)C=C1)C(C1=CC=CC=C1)[N+]#[C-]